C(C)C(C(CCCC(=O)O)=O)(C(=O)O)CC diethyl-2-oxopentane-1,5-dicarboxylic acid